Cl.C(N)(=N)SCC=1C=C2COCC2=CC1 (1,3-dihydroisobenzofuran-5-yl)methyl carbamimidothioate hydrochloride